[Si].[Ni].[Fe] iron-nickel silicon